tert-butyl (3S,4S)-3-(3-bromo-2-(bromomethyl)-6-fluoro-4-carbonylquinolin-1(4H)-yl)-4-hydroxypyrrolidine-1-carboxylate BrC1=C(N(C2=CC=C(C=C2C1=C=O)F)[C@H]1CN(C[C@@H]1O)C(=O)OC(C)(C)C)CBr